C1(=CC=CC=C1)S(=O)(=O)N1C(=CC2=CC=C(C(=C12)F)Br)C=O 1-(benzenesulfonyl)-6-bromo-7-fluoro-indole-2-carbaldehyde